CC(C)CCCC(C)CCO DIMETHYLOCTANOL